C1=CC=CC=2C(C3=CC=CC=C3C(C12)=N)=N anthraquinone diimine